BrC1=C(C=C2C(=NC(=NC2=C1F)Cl)N1CC2CCC(C1)N2C(=O)OC(C)(C)C)F tert-butyl 3-(7-bromo-2-chloro-6,8-difluoroquinazolin-4-yl)-3,8-diazabicyclo[3.2.1]octane-8-carboxylate